CC=1C=C2C(C3C(=NC2=CC1C)NCC3)=O 6,7-dimethyl-1,2,3,3a-tetrahydro-4H-pyrrolo[2,3-b]quinolin-4-one